C(C)C1=CC(=CC(=C1)C(C)C)C(C)C 1-ethyl-3,5-diiso-propyl-benzene